4-((2-(1-methyl-2,6-dioxopiperidin-3-yl)-1,3-dioxoisoindolin-4-yl)amino)butyric acid CN1C(C(CCC1=O)N1C(C2=CC=CC(=C2C1=O)NCCCC(=O)O)=O)=O